1,5-Dimethylcarbazole CC1=CC=CC=2C3=C(C=CC=C3NC12)C